2-Chloro-6-(1-cyanocyclopropyl)pyridine-4-carboxylic acid ClC1=NC(=CC(=C1)C(=O)O)C1(CC1)C#N